2-(4-(4-Fluorophenoxy)phenyl)piperidine FC1=CC=C(OC2=CC=C(C=C2)C2NCCCC2)C=C1